C(CCC)OC1=CC=C(C=C1)CC(=N)NO 2-(4-butoxyphenyl)-N-hydroxyacetamidine